OC(CN1CCC2(CN(C(N2CC2=CC(=CC=C2)OC)=O)C2=NC=C(C(=N2)OC)C=2C=NNC2)CC1)(C)C 8-(2-hydroxy-2-methylpropyl)-3-(4-methoxy-5-(1H-pyrazol-4-yl)pyrimidin-2-yl)-1-(3-methoxybenzyl)-1,3,8-triazaspiro[4.5]decan-2-one